C[Si](CCOC(C1=C(C=C(C=C1C)CCC(=O)N)C)=O)(C)C 2-(Trimethylsilyl)ethyl-4-(3-amino-3-oxopropyl)-2,6-dimethylbenzoate